N-(azetidin-3-ylmethyl)-1-[2-chloro-4-[[5-[4-(difluoromethoxy)-2,3-difluoro-phenyl]-1-methyl-imidazole-2-carbonyl]amino]benzoyl]piperidine-4-carboxamide trifluoroacetate salt FC(C(=O)O)(F)F.N1CC(C1)CNC(=O)C1CCN(CC1)C(C1=C(C=C(C=C1)NC(=O)C=1N(C(=CN1)C1=C(C(=C(C=C1)OC(F)F)F)F)C)Cl)=O